CN1N=C(C(C1=O)C)C(C)C 1,4-dimethyl-3-(prop-2-yl)-4,5-dihydro-1H-pyrazol-5-one